(S)-2-((3-methylpiperidin-1-yl)methyl)-1-tosyl-4-(trifluoromethyl)-1,6-dihydro-7H-pyrrolo[2,3-c]pyridin-7-one C[C@@H]1CN(CCC1)CC1=CC2=C(C(NC=C2C(F)(F)F)=O)N1S(=O)(=O)C1=CC=C(C)C=C1